3-trifluoromethyl-pyridazin FC(C=1N=NC=CC1)(F)F